tert-butyl 2-(3-chloro-4-methoxyphenyl)-3-(pyridin-4-yl)-6,7-dihydropyrazolo[1,5-a]pyrazine-5(4H)-carboxylate ClC=1C=C(C=CC1OC)C1=NN2C(CN(CC2)C(=O)OC(C)(C)C)=C1C1=CC=NC=C1